C(C)(C)(C)OC(=O)N1C(CNCC1)(CC#N)C1=NC=NC=C1 Pyrimidine-4-yl-2-(cyanomethyl)piperazine-1-carboxylic acid tert-butyl ester